C1(CCCC1)N1C(CN(C=2C(N[C@](NC12)(N)NC=1C=C2C=CN(C2=CC1OC)C(CN1CCCC1)=O)=O)C)CC (R)-8-cyclopentyl-7-ethyl-2-{{6-methoxy-1-[2-(pyrrolidin-1-yl)acetyl]indol-5-yl}amino}-5-methyl-7,8-dihydropterin